FC1=C(C=CC(=C1)OC)C(C)=O 1-(2-fluoro-4-methoxyphenyl)ethanone